FC(C=1C(=C2N(C(N1)=O)C(CS2)C(=O)OC)C2=CC(=CC=C2)C(F)(F)F)(C2=CC=CC1=CC=CC=C21)F methyl 7-(difluoro(naphthalen-1-yl)methyl)-5-oxo-8-(3-(trifluoromethyl)phenyl)-2,3-dihydro-5H-thiazolo[3,2-c]pyrimidine-3-carboxylate